CC1=C(C(=CC=C1C)C)O 2,3,6-TRIMETHYLPHENOL